CC(C(=O)OOC(CCC)=O)CC butyryl 2-methylbutanoyl peroxide